COC(=O)C1=CC=C(C=C1)C1N(CCCC1)C(=O)OC(C)(C)C Tert-butyl (2-(4-(methoxycarbonyl) phenyl) piperidin-1-yl)carboxylate